C(C)(C)C1(NC(NC1=O)=O)C1=CC=C(C(=O)O)C=C1 4-(4-isopropyl-2,5-dioxo-imidazolidin-4-yl)benzoic acid